F[C@@H]1C[C@H](N(C1)C)COC=1N=C(C2=C(N1)CN(CC2)C2=CC(=CC1=CC=CC=C21)OC)N2CCN(CC2)C(=O)OC(C)(C)C tert-butyl 4-[2-[[(2S,4R)-4-fluoro-1-methyl-pyrrolidin-2-yl]methoxy]-7-(3-methoxy-1-naphthyl)-6,8-dihydro-5H-pyrido[3,4-d]pyrimidin-4-yl]piperazine-1-carboxylate